N-(4,5,6,7-Tetrahydro-1H-indol-4-yl)pyrido[3,2-d]pyrimidin-4-amine N1C=CC=2C(CCCC12)NC=1C2=C(N=CN1)C=CC=N2